CN(/C=C/C1=C(C=C(C(=N1)N1CCOCC1)C1=CC=C(C#N)C=C1)[N+](=O)[O-])C 4-[6-[(E)-2-(dimethylamino)ethenyl]-2-morpholin-4-yl-5-nitropyridin-3-yl]benzonitrile